COC(=O)C1=NN(C(=C1N)Cl)CC1=C(C=CC=C1)F methyl-4-amino-5-chloro-1-(2-fluorobenzyl)-1H-pyrazole-3-carboxylate